1-(1H-indol-6-yl)-3-(5-(4-methoxyphenyl)-1,3,4-thiadiazol-2-yl)urea N1C=CC2=CC=C(C=C12)NC(=O)NC=1SC(=NN1)C1=CC=C(C=C1)OC